ClC1=C(C(=CC=C1)F)N1C=2N(C3=C(C1=O)C=NC(=N3)NC3=CC(=C(C=C3)N3CCN(CC3)C)F)CCN2 6-(2-Chloro-6-fluorophenyl)-2-((3-fluoro-4-(4-methylpiperazin-1-yl)phenyl)amino)-8,9-dihydroimidazo[1,2-a]pyrimido[5,4-e]pyrimidin-5(6H)-one